tert-butyl N-[[4-[1-(2-methoxyethyl)pyrazol-4-yl]-1-[4-(trifluoromethoxy)phenyl]pyrazolo[3,4-b]pyridin-3-yl]methyl]carbamate COCCN1N=CC(=C1)C1=C2C(=NC=C1)N(N=C2CNC(OC(C)(C)C)=O)C2=CC=C(C=C2)OC(F)(F)F